6-(6-(2-hydroxypropan-2-yl)pyridin-3-yl)-4-(((1R,3S)-3-methoxycyclopentyl)methyl)-3,4-dihydropyrazino[2,3-b]pyrazin-2(1H)-one OC(C)(C)C1=CC=C(C=N1)C=1N=C2C(=NC1)NC(CN2C[C@H]2C[C@H](CC2)OC)=O